2'-(4-methyl-4H-1,2,4-triazol-3-yl)-5-nitro-[1,1'-biphenyl]-3-carboxylic acid CN1C(=NN=C1)C1=C(C=CC=C1)C1=CC(=CC(=C1)[N+](=O)[O-])C(=O)O